8-(2-fluoro-3-(trifluoromethyl)phenyl)-9-(4-((1-(3-fluoropropyl)azetidin-3-ylidene)methyl)phenyl)-6,7-dihydro-5H-benzo[7]annulene-3-carboxylic acid FC1=C(C=CC=C1C(F)(F)F)C=1CCCC2=C(C1C1=CC=C(C=C1)C=C1CN(C1)CCCF)C=CC(=C2)C(=O)O